C(CCCCCCC\C=C/CCCCCCCC)(=O)OCC(OC(CCCCCCC\C=C/CCCCCCCC)=O)COC(CCCCCCC\C=C/CCCCCCCC)=O glycerine tri-oleate